[Si]=O.[Al].[Na] sodium aluminum silicon oxide